FC=1C=C(C=C(C1)F)C1CCC2SC3(C(N21)=O)CCN(CC3)C3=CC=NC=2N3N=CC2F 5'-(3,5-difluorophenyl)-1-(3-fluoropyrazolo[1,5-a]pyrimidin-7-yl)tetrahydro-3'H-spiro[piperidine-4,2'-pyrrolo[2,1-b]thiazol]-3'-one